CN(C1=CC=C(C=C1)C=1C=C(C(NN1)=O)C(=O)N[C@H](CO)C)C 6-[4-(dimethylamino)phenyl]-N-[(2S)-1-hydroxy-prop-2-yl]-3-oxo-2,3-dihydropyridazine-4-carboxamide